C1(CC1)N(CC[C@@H](C(=O)O)NC1=NC=NC(=C1)C1=CC=CC=C1)CCCCC1=NC=2NCCCC2C=C1 (S)-4-(cyclopropyl(4-(5,6,7,8-tetrahydro-1,8-naphthyridin-2-yl)butyl)amino)-2-((6-phenylpyrimidin-4-yl)amino)butanoic acid